C(C)(=O)NCC1=CC=C(OC2CN(C2)C=2C(=C(C(=O)O)C=CC2)N2C=CC=C2)C=C1 3-(3-(4-(acetylaminomethyl)phenoxy)azetidin-1-yl)-2-(1H-pyrrol-1-yl)benzoic acid